2-(4-(2-(5-(3,5-dimethylisoxazol-4-yl)-1-(2-morpholinoethyl)-1H-benzo[d]imidazol-2-yl)ethyl)phenoxy)ethan-1-amine CC1=NOC(=C1C1=CC2=C(N(C(=N2)CCC2=CC=C(OCCN)C=C2)CCN2CCOCC2)C=C1)C